iron(III) ammonium oxalate C(C(=O)[O-])(=O)[O-].[NH4+].[Fe+3].C(C(=O)[O-])(=O)[O-]